C(C)(=O)N1N=CC2=CC(=CC=C12)N1N=CC(=N1)C(=O)OCC ethyl 2-(1-acetyl-1H-indazol-5-yl)-2H-1,2,3-triazole-4-carboxylate